ClC=1C(=C(C#N)C=C(C1)N1C=CC2=CC(=CC=C12)CN1CC2(C1)CN(C2)S(=O)(=O)C)OCCCl 3-chloro-2-(2-chloroethoxy)-5-(5-((6-(methylsulfonyl)-2,6-diazaspiro[3.3]heptan-2-yl)methyl)-1H-indol-1-yl)benzonitrile